C1(CCCCC1)[Si](OCCOCC)(OCCOCC)OCCOCC cyclohexyl-tris-(2-ethoxyethoxy)silane